6-bromo-4-(4-fluorophenyl)-5-methyl-3-oxo-3,4-dihydropyrazine-2-carboxylic acid methyl ester COC(=O)C1=NC(=C(N(C1=O)C1=CC=C(C=C1)F)C)Br